(R)-N4-methyl-6-(3-phenylpiperazin-1-yl)pyrimidine-2,4-diamine CNC1=NC(=NC(=C1)N1C[C@H](NCC1)C1=CC=CC=C1)N